diethyl 2-[[4-methoxy-3-(3-methoxypropoxy)anilino]methylene]propanedioate COC1=C(C=C(NC=C(C(=O)OCC)C(=O)OCC)C=C1)OCCCOC